methoxyethanoyl-morpholin COCC(=O)N1CCOCC1